FC(C1=C(CC2=CN=C3N2CCN(C3)C=3N(C(CNC3)=O)Cl)C=CC(=C1)C(F)(F)F)(F)F 5-(3-(2,4-bis(trifluoromethyl)benzyl)-5,6-dihydroimidazo[1,2-a]pyrazin-7(8H)-yl)-4-chloropyrazine-3(2H)-one